(S)-(3-amino-2-((tert-butyldimethylsilyl)oxy)propyl)carbamic acid NC[C@@H](CNC(O)=O)O[Si](C)(C)C(C)(C)C